[Na].CN1CCC(CC1)NC(=O)C=1SC=C(N1)NC1=NC=C(C(=N1)NCCCN1C(OC=CC=C1)=O)C(F)(F)F N-(1-methylpiperidin-4-yl)-4-((4-((3-(2-oxo-1,3-oxazepin-3-yl)propyl)amino)-5-(trifluoromethyl)pyrimidin-2-yl)amino)thiazole-2-carboxamide sodium